NC=1C=C2CCC(N(C2=CC1)CC1=C(C#N)C=CC=C1)=O 2-((6-amino-2-oxo-3,4-dihydroquinolin-1(2H)-yl)methyl)benzonitrile